3-(4,4,5,5-Tetramethyl-1,3,2-dioxaborolan-2-yl)pyridine CC1(OB(OC1(C)C)C=1C=NC=CC1)C